BrC=1C=C(C(=NC1)CBr)NC(OCC1=CC=CC=C1)=O benzyl N-[5-bromo-2-(bromomethyl)pyridin-3-yl]carbamate